COC1=CC(=NC=C1)SC 4-methoxy-2-(methylthio)pyridine